[Cl-].CN(P(O)(=O)N(C)C)C phosphoric acid bis(dimethyl amide) chloride